4-(4-(8,9,10,11-tetrahydro-3H-pyrazolo[4,3-a]phenanthridin-7-yl)benzoyl)piperazine-1-carboxamide C1=NNC=2C1=C1C=3CCCCC3C(=NC1=CC2)C2=CC=C(C(=O)N1CCN(CC1)C(=O)N)C=C2